1-(1-(4-methoxybenzyl)-2-carbonyl-1,2-dihydropyrrolo[2,3,4-ij]isoquinolin-5-yl)-2-trifluoromethyl-1H-pyrrol-3-carboxylic acid COC1=CC=C(CN2C(C3=NC=C(C4=CC=CC2=C34)N3C(=C(C=C3)C(=O)O)C(F)(F)F)=C=O)C=C1